OC1(CC1)C1=NN(C=N1)C1CC2(CN(C2)C(=O)N2CC(C2)OCC2=CC=C(C=C2)S(=O)(=O)C(F)(F)F)C1 [6-[3-(1-hydroxycyclopropyl)-1,2,4-triazol-1-yl]-2-azaspiro[3.3]heptan-2-yl]-[3-[[4-(trifluoromethylsulfonyl)phenyl]methoxy]azetidin-1-yl]methanone